methyl (R)-4-((R)-2-((4-(2-chloro-4-fluorophenyl)-1-oxo-1,2-dihydroisoquinolin-7-yl)oxy)propanoyl)morpholine-2-carboxylate ClC1=C(C=CC(=C1)F)C1=CNC(C2=CC(=CC=C12)O[C@@H](C(=O)N1C[C@@H](OCC1)C(=O)OC)C)=O